CS(=O)(=O)N=C (methylsulfonylimino)methane